trans-N-[8-chloro-6-(6-methyl-1-tetrahydropyran-2-yl-indazol-5-yl)-3-isoquinolinyl]-2-cyano-cyclopropanecarboxamide ClC=1C=C(C=C2C=C(N=CC12)NC(=O)[C@H]1[C@@H](C1)C#N)C=1C=C2C=NN(C2=CC1C)C1OCCCC1